N-(2,6-difluorobenzoyl)-N'-(4-isobutylphenyl)-N'-(methyl)urea FC1=C(C(=O)NC(=O)N(C)C2=CC=C(C=C2)CC(C)C)C(=CC=C1)F